F\C=C/1\[C@](CN(CC1)C)(C)CO (S,E)-(4-(fluoromethylene)-1,3-dimethylpiperidin-3-yl)methanol